praseodymium fluoride neodymium fluoride [F-].[Nd+3].[F-].[Pr+3]